2,4-dimethyl-1-cyclopentyl methacrylate C(C(=C)C)(=O)OC1C(CC(C1)C)C